C(C)(C)C1=C(NC2=CC=C(C=C12)OCCN1CCOCC1)C=1C=C(C=2N(C1)N=CN2)C 4-(2-((3-Isopropyl-2-(8-methyl-[1,2,4]triazolo[1,5-a]pyridin-6-yl)-1H-indol-5-yl)oxy)ethyl)morpholin